((2-(((3S,6S,9S,10aR)-3-((3S,4R)-3-cyano-4-phenylpyrrolidine-1-carbonyl)-9-isopropyl-5-oxodecahydropyrrolo[1,2-a]azocin-6-yl)carbamoyl)benzo[b]thiophen-5-yl)fluoromethyl)phosphonic acid C(#N)[C@@H]1CN(C[C@H]1C1=CC=CC=C1)C(=O)[C@@H]1CC[C@H]2N1C([C@H](CC[C@@H](C2)C(C)C)NC(=O)C2=CC1=C(S2)C=CC(=C1)C(F)P(O)(O)=O)=O